tert-butyl (S)-(5-(4-(2-(4-(4-chlorophenyl)-2,3,9-trimethyl-6H-thieno[3,2-f][1,2,4]triazolo[4,3-a][1,4]diazepin-6-yl)acetamido)phenyl)penta-2,4-diyn-1-yl)carbamate ClC1=CC=C(C=C1)C1=N[C@H](C=2N(C3=C1C(=C(S3)C)C)C(=NN2)C)CC(=O)NC2=CC=C(C=C2)C#CC#CCNC(OC(C)(C)C)=O